C1=CC=CC=2C3=CC=CC=C3C(C12)COC(=O)N[C@H](C(=O)O)[C@H](O)C1=CC=C(C=C1)C(N)=O (2S,3R)-2-((((9H-Fluoren-9-yl)methoxy)carbonyl)amino)-3-(4-carbamoylphenyl)-3-hydroxypropanoic acid